8-fluoro-1-methyl-2H-3,1-benzoxazine-2,4(1H)-dione FC1=CC=CC=2C(OC(N(C21)C)=O)=O